1-acetyl-4-methoxy-N-[[2-(methylaminomethyl)phenyl]methyl]-N-[2-oxo-2-[[(3R)-2-oxospiro[1H-pyrrolo[2,3-b]pyridine-3,2'-indan]-5'-yl]amino]ethyl]piperidine-4-carboxamide C(C)(=O)N1CCC(CC1)(C(=O)N(CC(NC=1C=C2C[C@@]3(CC2=CC1)C(NC1=NC=CC=C13)=O)=O)CC1=C(C=CC=C1)CNC)OC